benzyl N-methyl-N-[1-[3-pyrimidin-5-yl-1-(2-trimethylsilylethoxymethyl) pyrrolo[2,3-b]pyridin-4-yl]azepan-4-yl]carbamate CN(C(OCC1=CC=CC=C1)=O)C1CCN(CCC1)C1=C2C(=NC=C1)N(C=C2C=2C=NC=NC2)COCC[Si](C)(C)C